2-(2-amino-4-methylphenoxy)ethane-1-sulfonic acid NC1=C(OCCS(=O)(=O)O)C=CC(=C1)C